[N+](=O)([O-])NNC(=O)NN nitrocarbazide